ClC=1C(=C(C=CC1)C1(CC1)NC=1C2=C(N=CN1)C=CC(=N2)O[C@@H]2CNCC2)F (S)-N-(1-(3-chloro-2-fluorophenyl)cyclopropyl)-6-(pyrrolidin-3-yloxy)pyrido[3,2-d]pyrimidin-4-amine